{8-(4-chlorophenoxy)chroman-5-yl}methylamine ClC1=CC=C(OC=2C=CC(=C3CCCOC23)CN)C=C1